(4-fluoro-2-methyl-phenoxy)-6-methyl-N-(3-methylsulfonylphenyl)pyridazine-4-carboxamide FC1=CC(=C(OC=2N=NC(=CC2C(=O)NC2=CC(=CC=C2)S(=O)(=O)C)C)C=C1)C